CCC(C(C)(C)C)([Mg]C1(C=CC=C1)C1C=CC=C1)C pentamethylcyclopentadienyl-isopropyl-cyclopentadienyl-magnesium